(3R)-3-ethyl-5-fluoro-2-[(8-methyl-8-azabicyclo[3.2.1]octan-3-yl)methyl]-3,4-dihydro-1H-isoquinoline-7-carbohydroxamic acid C(C)[C@H]1N(CC2=CC(=CC(=C2C1)F)C(=O)NO)CC1CC2CCC(C1)N2C